(S)-tetrahydro-2H-pyran-4-yl 1-(4-(benzylthio)phenylamino)-1-oxo-3-phenylpropan-2-ylcarbamate C(C1=CC=CC=C1)SC1=CC=C(C=C1)NC([C@H](CC1=CC=CC=C1)NC(OC1CCOCC1)=O)=O